[Cr].[PH2](=O)N=C(N)N 2-phosphinyl-guanidine chromium